N-(4-bromo-2-fluoro-5-methoxyphenyl)thioacetamide BrC1=CC(=C(C=C1OC)NC(C)=S)F